C(CCCCCCCCCCCCC)C1=CC(=C(C(=C1)C(C)(C)C)O)C(C)(C)C 4-tetradecyl-2,6-di-tert-butylphenol